Methyl 1-(6-bromo-7-fluoro-3-nitroquinolin-4-yl)-3-(methoxymethyl)cyclobutane-1-carboxylate BrC=1C=C2C(=C(C=NC2=CC1F)[N+](=O)[O-])C1(CC(C1)COC)C(=O)OC